OC1=CC=C(C=C1)C[C@@H](C(=O)N[C@H](C(=O)N[C@H](C(=O)O)CCC(C)(C)C)[C@H](CC)C)NC(=O)[C@@H]1NCCOC1 (S)-2-((2S,3S)-2-((S)-3-(4-Hydroxyphenyl)-2-((R)-morpholine-3-carboxamido)propanamido)-3-methylpentanamido)-5,5-dimethylhexanoic acid